4-(4-Chlorophenyl)-1-[(5-nitrofuran-2-yl)methyl]piperidine ClC1=CC=C(C=C1)C1CCN(CC1)CC=1OC(=CC1)[N+](=O)[O-]